C(C)(C)(C)OC(=O)NCC1=NOC(C1)(C(=O)OCC)CC1=C(C=CC=C1)C(F)(F)F Ethyl 3-(((tert-butoxycarbonyl)amino)methyl)-5-(2-(trifluoromethyl)benzyl)-4,5-dihydroisoxazole-5-carboxylate